FC(OC1=CC=CC=2C(N([C@H]3C=4N([C@@H](C21)C3)C3=C(N4)C=CC(=C3)C#CC(=O)NC(C)C)C([2H])([2H])[2H])=O)F 3-((7R,14R)-1-(difluoromethoxy)-6-(methyl-d3)-5-oxo-5,6,7,14-tetrahydro-7,14-methanobenzo[f]benzo[4,5]imidazo[1,2-a][1,4]diazocin-11-yl)-N-isopropylpropiolamide